N-(2-methylpyrimidin-5-yl)-5-thia-2,7-diazatricyclo[6.4.0.02,6]dodeca-1(8),3,6,9,11-pentaene-4-carboxamide CC1=NC=C(C=N1)NC(=O)C1=CN2C=3C=CC=CC3N=C2S1